(10R,20E)-5,10,25-trimethyl-15-(6-methyl-3-pyridyl)-4,5,12,19,21,26-hexazapentacyclo-[21.3.1.02,6.012,20.013,18]heptacosa-1(27),2(6),3,13(18),14,16,20,23,25-nonaen-22-one CN1N=CC=2C=3N=C(C=C(C(/N=C/4\NC=5C=CC(=CC5N4C[C@@H](CCCC12)C)C=1C=NC(=CC1)C)=O)C3)C